ClC=1C=C(C=CC1)S(=O)(=O)NC12CC3(CC(CC(C1)C3)(C2)C)C 3-chloro-N-(3,5-dimethyltricyclo[3.3.1.13,7]dec-1-yl)benzenesulfonamide